C(C)C1CN(CCO1)C1=CC=C(C(=N1)C)NC1=CC2=C(N(C=N2)C)C=C1 N-[6-(2-ethylmorpholin-4-yl)-2-methylpyridin-3-yl]-1-methyl-1,3-benzodiazol-5-amine